di-epoxyethylene glycol diglycidyl ether C(C1CO1)OC12C(O1)(O2)OCC2CO2